CC=1C=C(C=C(C1)C)SCC(C=1C=C(C=CC1)C)C1=CC=NC=C1 4-(2-((3,5-dimethylphenyl)thio)-1-m-tolylethyl)pyridine